CC=1C=C2C(C=C(OC2=C(C1)C(C)NC1=C(C(=O)O)C=CC=C1)N1CC2CCC(C1)O2)=O 2-[1-[6-Methyl-2-(8-oxa-3-azabicyclo[3.2.1]octan-3-yl)-4-oxo-chromen-8-yl]ethylamino]benzoic acid